ClC1=CC(=C(C(=N1)NCC1=CC=C(C=C1)OC)CNC1CCC(CC1)C(=O)NC1=CC(=C(C=C1)OC)C)C (1s,4s)-4-(((6-Chloro-2-((4-methoxybenzyl)amino)-4-methylpyridin-3-yl)methyl)amino)-N-(4-methoxy-3-methylphenyl)cyclohexanecarboxamide